5-{(7R)-1-fluoro-3-hydroxy-7-[(4,4,4-trifluoro-3,3-dimethylbutyl)amino]-5,6,7,8-tetrahydronaphthalen-2-yl}-1λ6,2,5-thiadiazolidine-1,1,3-trione FC1=C(C(=CC=2CC[C@H](CC12)NCCC(C(F)(F)F)(C)C)O)N1CC(NS1(=O)=O)=O